(R)-2-((1,1-dioxido-2,3-dihydrothiophen-3-yl)carbamoyl)-5-(5-methylthiophen-2-yl)pyridine 1-oxide O=S1(C[C@@H](C=C1)NC(=O)C1=[N+](C=C(C=C1)C=1SC(=CC1)C)[O-])=O